1-[12-(1H-imidazol-5-yl)-11-[3-(trifluoromethyl)-1H-1,2,4-triazol-5-yl]-1,5,8,10-tetraazatricyclo[7.3.0.03,7]dodeca-2,7,9,11-tetraen-5-yl]ethan-1-one N1C=NC=C1C1=C(N=C2N=C3CN(CC3=CN12)C(C)=O)C1=NC(=NN1)C(F)(F)F